ClC=1C=C2CCCN(C2=C(C1)C1=C2C(=NC=C1)C=C(S2)CO)[C@H]2C[C@@](N(C2)C(=O)OC(C)(C)C)(COC2OCCCC2)C (2R,4S)-tert-butyl 4-(6-chloro-8-(2-(hydroxymethyl)thieno[3,2-b]pyridin-7-yl)-3,4-dihydroquinolin-1(2H)-yl)-2-methyl-2-(((tetrahydro-2H-pyran-2-yl)oxy)methyl)pyrrolidine-1-carboxylate